C(C)(=O)NC[C@H]1CN(C(O1)=O)C=1C=CC(=NC1)N1CCN(CC1)C(=O)NC1CCCCC1 (S)-4-{5-[5-(acetamidomethyl)-2-oxazolidinone-3-yl]pyridin-2-yl}-N-cyclohexylpiperazine-1-carboxamide